O1C(=CC=C1)C1=CN=C(C(=N1)NC1=NC=NC2=CC(=C(C=C12)OC1CCN(CC1)C(C=C)=O)OC)OC 1-(4-((4-((6-(furan-2-yl)-3-methoxy-pyrazin-2-yl)amino)-7-methoxy-quinazolin-6-yl)oxy)piperidin-1-yl)prop-2-en-1-one